4-[[(1S,2S)-4,6-Dichloro-2-(dimethylamino)-2,3-dihydro-1H-inden-1-yl]oxy]-3-fluorobenzene ClC1=C2C[C@@H]([C@H](C2=CC(=C1)Cl)OC1=C(C=CC=C1)F)N(C)C